2,4,4-trimethyl-3,4-dihydroisoquinolin-1(2h)-one CN1C(C2=CC=CC=C2C(C1)(C)C)=O